1-methyl-4-(1-methylpyrazol-4-yl)-1,2,3,4-tetrahydroisoquinolin-2-ium trifluoroacetate FC(C(=O)[O-])(F)F.CC1[NH2+]CC(C2=CC=CC=C12)C=1C=NN(C1)C